C(C)(=O)O[C@]1(C[C@H](N(C1)C(=O)OC(C)(C)C)C(=O)OC)C(Cl)(Cl)Cl 1-(t-butyl) 2-methyl (2S,4S)-4-acetoxy-4-(trichloromethyl)pyrrolidine-1,2-dicarboxylate